ClC1=C(C#N)C=C(C=C1)C(=O)N1CC=2C(=NN3C2C(N(C[C@H]3C)C(C)C3=CC=C(C=C3)C3=NN(C=C3)C)=O)C[C@H]1C 2-Chloro-5-((3R,7R)-3,7-dimethyl-9-(1-(4-(1-methyl-1H-pyrazol-3-yl)phenyl)ethyl)-10-oxo-1,2,3,4,7,8,9,10-octahydropyrido[4',3':3,4]pyrazolo[1,5-a]pyrazine-2-carbonyl)benzonitrile